3,5-difluoro-4-isopropoxy-N-(4-(1-(2,2,2-trifluoroethyl)-1H-pyrazol-4-yl)quinolin-8-yl)benzamide FC=1C=C(C(=O)NC=2C=CC=C3C(=CC=NC23)C=2C=NN(C2)CC(F)(F)F)C=C(C1OC(C)C)F